4-(1-(tertbutyl)-3-(4-chloro-3-fluorophenyl)-1H-pyrrolo[2,3-b]pyridine-6-carbonyl)-1-methyl-piperazin-2-one C(C)(C)(C)N1C=C(C=2C1=NC(=CC2)C(=O)N2CC(N(CC2)C)=O)C2=CC(=C(C=C2)Cl)F